2-(azepan-1-yl)-N-(3-methyl-[1,1'-biphenyl]-2-yl)acetamide N1(CCCCCC1)CC(=O)NC1=C(C=CC=C1C)C1=CC=CC=C1